ICC(=O)C=1C=C(C(O)=CC1)O 4-(Iodoacetyl)Catechol